O=C1N(CC2=CC(=CC=C12)O[C@@H]1CN(CC1)CC1=C2C=CC=NC2=CC=C1)C1CNCCC1 3-(1-Oxo-5-(((S)-1-(quinolin-5-ylmethyl)pyrrolidin-3-yl)oxy)isoindolin-2-yl)-piperidine